SCCC[Si](OC(C)C)(OC(C)C)OC(C)C 3-mercapto-1-propyl-triisopropoxysilane